2-[6-[(3aS,7aR)-6-ethyl-3,3a,4,5,7,7a-hexahydro-2H-pyrrolo[2,3-c]pyridin-1-yl]pyridazin-3-yl]-3-methyl-phenol C(C)N1C[C@H]2[C@@H](CC1)CCN2C2=CC=C(N=N2)C2=C(C=CC=C2C)O